(S)-4-(5-(3-((2-(3-carboxybutanoyl)-6-methoxythieno[3,2-b]pyridin-5-yl)oxy)propoxy)-4-fluoro-6-methoxybenzo[b]thiophen-2-yl)-2,2-dimethyl-4-oxobutanoic acid C(=O)(O)[C@H](CC(=O)C1=CC2=NC(=C(C=C2S1)OC)OCCCOC1=C(C2=C(SC(=C2)C(CC(C(=O)O)(C)C)=O)C=C1OC)F)C